8-aminooctyl 4-(((3R,4R)-1-(2-cyanoacetyl)-4-methylpiperidin-3-yl) (methyl) amino)-7H-pyrrolo[2,3-d]pyrimidine-7-carboxylate hydrochloride Cl.C(#N)CC(=O)N1C[C@@H]([C@@H](CC1)C)N(C=1C2=C(N=CN1)N(C=C2)C(=O)OCCCCCCCCN)C